(S)-2-((6-((6-methoxypyridin-3-yl)methoxy)-3',6'-dihydro-[2,4'-bipyridin]-1'(2'H)-yl)methyl)-1-(oxetan-2-ylmethyl)-1H-benzo[d]imidazole-6-carboxylic acid COC1=CC=C(C=N1)COC1=CC=CC(=N1)C=1CCN(CC1)CC1=NC2=C(N1C[C@H]1OCC1)C=C(C=C2)C(=O)O